BrC1=CC=C2C(=CC(NC2=C1)(C)C)CC[N+](=O)[O-] 1-(7-bromo-2,2-dimethyl-1,2-dihydroquinolin-4-yl)-2-nitroethane